rac-6-(3-Chloro-6-(difluoromethyl)-2-fluorophenyl)-N-(1-(1-(2-(methylsulfonyl)pyrimidin-5-yl)ethyl)-1H-pyrazol-4-yl)pyrazine-2-carboxamide ClC=1C(=C(C(=CC1)C(F)F)C1=CN=CC(=N1)C(=O)NC=1C=NN(C1)[C@H](C)C=1C=NC(=NC1)S(=O)(=O)C)F |r|